The molecule is a bile acid glycine conjugate that is glycolithocholic acid carrying an additional oxo substituent at postion 7. It is a bile acid glycine conjugate, a 3alpha-hydroxy steroid and a 7-oxo steroid. It derives from a glycolithocholic acid. It is a conjugate acid of a 7-oxoglycolithocholate. C[C@H](CCC(=O)NCC(=O)O)[C@H]1CC[C@@H]2[C@@]1(CC[C@H]3[C@H]2C(=O)C[C@H]4[C@@]3(CC[C@H](C4)O)C)C